C1(CC1)N(C(OC(C)(C)C)=O)C1CCN(CC1)C=1C2=CN(N=C2C(=CC1)C(NC=1N=C2N(C=C(N=C2CNS(=O)(=O)C)C)C1)=O)C tert-butyl N-cyclopropyl-N-[1-[7-[[8-(methanesulfonamidomethyl)-6-methyl-imidazo[1,2-a]pyrazin-2-yl]carbamoyl]-2-methyl-indazol-4-yl]-4-piperidyl]carbamate